N,N-dimethyldithiocarbamate sodium salt [Na+].CN(C([S-])=S)C